S(C)(=O)(=O)[O-].C(C)[NH+]1C(CCCC1)CC 1,2-diethylpiperidinium mesylate